N-(3-(3-(6-Bromo-7-((3-sulfamoylphenyl)amino)-1H-imidazo[4,5-b]pyridin-2-yl)-2,5-dimethyl-1H-pyrrol-1-yl)-4-methylphenyl)-2-(4-methylpiperazin-1-yl)acetamid BrC=1C(=C2C(=NC1)N=C(N2)C2=C(N(C(=C2)C)C=2C=C(C=CC2C)NC(CN2CCN(CC2)C)=O)C)NC2=CC(=CC=C2)S(N)(=O)=O